C1N(CC12CCCC2)CCC=2C(=CC(N(C2)C(C(=O)O)CC(C)C)=O)C(F)(F)F 2-(5-(2-(2-azaspiro[3.4]octan-2-yl)ethyl)-2-oxo-4-(trifluoromethyl)pyridin-1(2H)-yl)-4-methylpentanoic acid